2-bromo-N-cyano-N-(3-fluorophenylethyl)-2-methylpropanamide BrC(C(=O)N(CCC1=CC(=CC=C1)F)C#N)(C)C